dimethoxydodecenyl-butoxy methyl ether COOC(CCC)C=CCCCCCCCCCC(OC)OC